O=C1NC(CCC1N1C(C2=CC=CC(=C2C1=O)N[C@H](C)C1=CC=C(C=C1)S(=O)(=O)N)=O)=O 4-((1R)-1-((2-(2,6-dioxopiperidin-3-yl)-1,3-dioxoisoindolin-4-yl)amino)ethyl)benzenesulfonamide